9-(3,5-dimethylphenyl)-9H-carbazole CC=1C=C(C=C(C1)C)N1C2=CC=CC=C2C=2C=CC=CC12